4-tert-butyl-2,6-bis(1-naphthylethynyl)phenol C(C)(C)(C)C1=CC(=C(C(=C1)C#CC1=CC=CC2=CC=CC=C12)O)C#CC1=CC=CC2=CC=CC=C12